(3R,4R)-4-aminotetrahydropyran-3-ol N[C@H]1[C@H](COCC1)O